C(CC(=O)O)(=O)O.COC1=CC=C2C(=CC=NC2=C1)C1=CC(=C(C=C1)O)C 4-(7-Methoxyquinolin-4-yl)-2-methylphenol malonate